[4-(trimethylacetoxy)butyl]trimethylphenyl-phosphonium chloride [Cl-].CC(C(=O)OCCCCC1=C(C=CC=C1)[P+](C)(C)C)(C)C